ClC=1C=C(C=CC1)C1=CC=C(O1)\C=C\1/CC(CC2=C(C3=CC=CC=C3N=C12)C(=O)O)(C)C (E)-4-((5-(3-chlorophenyl)furan-2-yl)methylene)-2,2-dimethyl-1,2,3,4-tetrahydroacridine-9-carboxylic acid